NC1=NC(=C(C=2C1=NN(N2)CC2=NC(=CC=C2)C)Br)C2=C(C#N)C=CC=C2 (4-amino-7-bromo-2-((6-methylpyridin-2-yl)methyl)-2H-[1,2,3]triazolo[4,5-c]pyridin-6-yl)benzonitrile